NC1=CC2=C(N=C(S2)NC(=O)C=2C=NC(=CC2C2=CC(=NC=C2OC)Cl)C)C=C1 N-(6-amino-1,3-benzothiazol-2-yl)-4-(2-chloro-5-methoxy-4-pyridyl)-6-methyl-pyridine-3-carboxamide